3-[(1R)-1-phenylethoxy]-5-(4,4,5,5-tetramethyl-1,3,2-dioxaborolan-2-yl)pyridin-2-amine C1(=CC=CC=C1)[C@@H](C)OC=1C(=NC=C(C1)B1OC(C(O1)(C)C)(C)C)N